2,2,3,3,4,4,5,5,5-nonafluoropentyl α-chloroacrylate ClC(C(=O)OCC(C(C(C(F)(F)F)(F)F)(F)F)(F)F)=C